N-(2-(2,6-dioxopiperidin-3-yl)-1,3-dioxoisoindolin-4-yl)propionamide tris(2-ethylhexyl)trimellitate C(C)C(CC=1C(=C(C(=C(C1C(=O)O)C(=O)O)CC(CCCC)CC)C(=O)O)CC(CCCC)CC)CCCC.O=C1NC(CCC1N1C(C2=CC=CC(=C2C1=O)NC(CC)=O)=O)=O